ClC=1C=NC(=C2C(C=C(N(C12)C1=C(C=C(C=C1Cl)OCC(C)(C)O)Cl)C)=O)OCC(=O)NC 2-((8-chloro-1-(2,6-dichloro-4-(2-hydroxy-2-methylpropyloxy)phenyl)-2-methyl-4-oxo-1,4-dihydro-1,6-naphthyridin-5-yl)oxy)-N-methylacetamide